N-cyclopropyl-3-(6-((1-hydroxy-2-methylpropan-2-yl)amino)-5-phenylpyridin-3-yl)-4-methylbenzamide C1(CC1)NC(C1=CC(=C(C=C1)C)C=1C=NC(=C(C1)C1=CC=CC=C1)NC(CO)(C)C)=O